1-(bromodifluoromethoxy)-4-fluoro-2-methyl-5-nitrobenzene BrC(OC1=C(C=C(C(=C1)[N+](=O)[O-])F)C)(F)F